4,5-dihydropyrrolo[3,4-c]pyrazol N1=NC=C2C1=CNC2